4-((2-acrylamidophenyl)amino)-N-(3-chloro-5-methylphenyl)-2-((4-(4-methylpiperazin-1-yl)phenyl)amino)pyrimidine-5-carboxamide C(C=C)(=O)NC1=C(C=CC=C1)NC1=NC(=NC=C1C(=O)NC1=CC(=CC(=C1)C)Cl)NC1=CC=C(C=C1)N1CCN(CC1)C